ClC1=CC(=C(C=N1)C1=NC=C(C=C1)S(=O)(=O)C)NCC[C@H](C)O (S)-4-((6'-Chloro-5-(methylsulfonyl)-[2,3'-bipyridin]-4'-yl)amino)butan-2-ol